[Si](C)(C)(C(C)(C)C)O[C@@H](C)C1=NC2=CC=C(C=C2N=C1)NC(=O)[C@@H]1CCC2CC(=CC(N12)=O)C1=C(C(=CC=C1N1N=NN=C1)Cl)F (S)-N-(2-((S)-1-((tert-butyldimethylsilyl)oxy)ethyl)quinoxalin-6-yl)-7-(3-chloro-2-fluoro-6-(1H-tetrazol-1-yl)phenyl)-5-oxo-1,2,3,5,8,8a-hexahydroindolizine-3-carboxamide